CC1=CC(=NC(=C1)C)CN1C(=NC2=C1C=CC=C2)C2=NON=C2C 3-[1-[(4,6-dimethylpyridin-2-yl)methyl]benzimidazol-2-yl]-4-methyl-1,2,5-oxadiazole